CC1=C(C=CC(=C1)[N+](=O)[O-])NC1=NNC=C1 N-(2-methyl-4-nitrophenyl)-1H-pyrazol-3-amine